O[C@@H]1[C@@H]2CC[C@H](CC1(OC)OC)N2C(=O)OC(C)(C)C |r| tert-butyl (1S*,2R*,5R*)-(±)-2-hydroxy-3,3-dimethoxy-8-azabicyclo[3.2.1]octane-8-carboxylate